BrC1=CC=C(C=C1)C1=CN=CO1 5-(4-bromophenyl)-1,3-oxazole